benzyl (4-(2-(3-(4-(2-((S)-4-acetyl-2-methylpiperazin-1-yl)ethoxy)phenyl)ureido)acetamido)phenyl)((2S,4R)-2-methyl-1-propionyl-1,2,3,4-tetrahydroquinolin-4-yl)carbamate C(C)(=O)N1C[C@@H](N(CC1)CCOC1=CC=C(C=C1)NC(NCC(=O)NC1=CC=C(C=C1)N(C(OCC1=CC=CC=C1)=O)[C@@H]1C[C@@H](N(C2=CC=CC=C12)C(CC)=O)C)=O)C